4-(1-(1-acetylazetidin-3-yl)-4-(trifluoromethyl)-1H-imidazol-2-yl)benzonitrile C(C)(=O)N1CC(C1)N1C(=NC(=C1)C(F)(F)F)C1=CC=C(C#N)C=C1